4-(((2-cyano-5-fluoropyrimidin-4-yl)oxy)methyl)-3-fluorobenzonitrile C(#N)C1=NC=C(C(=N1)OCC1=C(C=C(C#N)C=C1)F)F